N1(C=NC=C1)C1=CC(=NC=C1)C(=O)NC1CCC(CC1)C(C)C 4-(1H-imidazol-1-yl)-N-(4-isopropylcyclohexyl)picolinamide